tert-Butyl N-[5-[2-chloro-3-[3-(3-formyl-4-oxo-pyrido[1,2-a]pyrimidin-8-yl)-2-methyl-phenyl]phenyl]indan-1-yl]-N-[[(2S)-5-oxopyrrolidin-2-yl]methyl]carbamate ClC1=C(C=CC=C1C1=C(C(=CC=C1)C1=CC=2N(C(C(=CN2)C=O)=O)C=C1)C)C=1C=C2CCC(C2=CC1)N(C(OC(C)(C)C)=O)C[C@H]1NC(CC1)=O